3-methoxybenzene-1-carboxamide COC=1C=C(C=CC1)C(=O)N